NCCCN1CCN(CC1)CCCN 1,4-Bis(3-aminopropyl)piperazine